ClC=1C=C(C=C(C1OC=1C=C2C(=CC(=NC2=CC1)C1=CC(=CC(=C1)F)Cl)C)Cl)N1N=C(C(NC1=O)=O)C#N 2-(3,5-Dichloro-4-((2-(3-chloro-5-fluorophenyl)-4-methylquinolin-6-yl)oxy)phenyl)-3,5-dioxo-2,3,4,5-tetrahydro-1,2,4-triazine-6-carbonitrile